C(#N)C1=CC=C(CC2=C(C(=C3CN(C(C3=C2)=O)[C@H]2COCC[C@@H]2O)C)C)C=C1 1,5-anhydro-2-(6-(4-cyanobenzyl)-4,5-dimethyl-1-oxo-1,3-dihydro-2H-isoindol-2-yl)-2,4-dideoxy-L-threo-pentitol